C1(CC1)C#CC=1C=C(C=CC1)N(C1=NC=2N(C3=CC=C(C=C13)F)C=NN2)C N-(3-(cyclopropylethynyl)phenyl)-7-fluoro-N-methyl-[1,2,4]triazolo[4,3-a]quinazolin-5-amine